COC=1C=C(C=C(C1)OC)N1C(N(C2=C(C1)C=NC1=C2SC=C1)C)=O 3-(3,5-dimethoxyphenyl)-1-methyl-3,4-dihydrothieno[2',3':5,6]pyrido[4,3-d]pyrimidin-2(1H)-one